thulium-strontium-manganese [Mn].[Sr].[Tm]